(E)-4-chloro-N-(4-(8-(1,2-dimethyl-6-(trifluoromethyl)-1H-benzo[d]imidazol-5-yl)-2-methylimidazo[1,2-a]pyridine-3-carbonyl)-2,6-difluorophenyl)but-2-enamide ClC/C=C/C(=O)NC1=C(C=C(C=C1F)C(=O)C1=C(N=C2N1C=CC=C2C2=CC1=C(N(C(=N1)C)C)C=C2C(F)(F)F)C)F